C(C(C)=C)[Si](CC(C)=C)(CC(C)=C)COC(C(=C)C)=O trimethallylsilylmethylmethacrylate